IC=1C=CC(=NC1)OCCOCCO 2-(2-(5-iodopyridine-2-oxy)ethoxy)ethanol